ClN1C=C(OC(C1)C)CC 4-chloro-2-ethyl-6-methyl-6H-[1,4]oxazine